5-(N-Benzyl-N-methylsulfamoyl)-4-chloro-2-((furan-2-ylmethyl)amino)benzoic Acid C(C1=CC=CC=C1)N(S(=O)(=O)C=1C(=CC(=C(C(=O)O)C1)NCC=1OC=CC1)Cl)C